Decanoic acid 7-[4-(4-benzo[b]thiophen-4-ylpiperazin-1-yl)butoxy]-4,4-dimethyl-2-oxo-3,4-dihydro-2H-quinolin-1-ylmethyl ester S1C2=C(C=C1)C(=CC=C2)N2CCN(CC2)CCCCOC2=CC=C1C(CC(N(C1=C2)COC(CCCCCCCCC)=O)=O)(C)C